C(C)N1CCC(CC1)N1CCN(CC1)C1=C(C=NC2=CC=C(C=C12)S(=O)C)S(=O)(=O)C1=CC=C(C=C1)OCCCCCCC 4-(4-(1-ethylpiperidin-4-yl)piperazin-1-yl)-3-((4-(heptyloxy)phenyl)sulfonyl)-6-(methylsulfinyl)quinoline